NCCCCCNC(C1=C(C=C(C=C1)NC=1C=2N(C=CN1)C(=CN2)C=2C(=NN(C2)CC#N)C(F)(F)F)CC)=O N-(5-aminopentyl)-4-[[3-[1-(cyanomethyl)-3-(trifluoromethyl)pyrazol-4-yl]imidazo[1,2-a]pyrazin-8-yl]amino]-2-ethyl-benzamide